C(C1=CC=CC=C1)OC=1C(C(=CN2C1C(N1[C@@H](CCCC2C1)C(F)F)=O)C(=O)NCC1=C(C=C(C=C1F)F)F)=O (S)-12-(benzyloxy)-3-(difluoromethyl)-1,11-dioxo-N-(2,4,6-trifluorobenzyl)-1,4,5,6,7,11-hexahydro-3H-2,7-methanopyrido[1,2-a][1,4]diazonine-10-carboxamide